ClC1=C(C(=O)NC=2C=NC(=CC2)C2=CC=C(C=C2)F)C=C(C=C1)C#N 2-chloro-5-cyano-N-(6-(4-fluorophenyl)pyridin-3-yl)benzamide